ClC=1C=CC2=C([C@@H](C[C@@H](O2)C(=O)NC23C[C@@H](C(CC2)(CC3)NC(COC3CC(C3)OC(F)(F)F)=O)O)O)C1 (2R,4R)-6-chloro-4-hydroxy-N-[(3S)-3-hydroxy-4-(2-{[(1s,3R)-3-(trifluoromethoxy)cyclobutyl]oxy}acetamido)bicyclo[2.2.2]octan-1-yl]-3,4-dihydro-2H-1-benzopyran-2-carboxamide